(S)-N-(3-(5-fluoro-2-((3-methoxy-1-methyl-1H-pyrazol-4-yl)amino)pyrimidin-4-yl)-1H-indol-7-yl)-1-(methylsulfonyl)pyrrolidine-2-carboxamide FC=1C(=NC(=NC1)NC=1C(=NN(C1)C)OC)C1=CNC2=C(C=CC=C12)NC(=O)[C@H]1N(CCC1)S(=O)(=O)C